(2R)-2-(benzoylthio)-3-methylbutyric acid C(C1=CC=CC=C1)(=O)S[C@@H](C(=O)O)C(C)C